N-(5-(4-(5-chloro-4-fluoro-2-(2-hydroxybutan-2-yl)phenylamino)-1,3,5-triazin-2-ylamino)-2-((R)-2-((dimethylamino)methyl)pyrrolidin-1-yl)-4-methoxyphenyl)acrylamide ClC=1C(=CC(=C(C1)NC1=NC(=NC=N1)NC=1C(=CC(=C(C1)NC(C=C)=O)N1[C@H](CCC1)CN(C)C)OC)C(C)(CC)O)F